COC1=NC(=CC=C1[C@@H]1[C@H](O[C@]([C@@H]1C)(C(F)(F)F)C)C(=O)NC1=CC(=NC=C1)C(=O)N)C(F)(F)F |o1:8,9,11,12| rel-(2S,3R,4R,5R)-4-[[3-[2-methoxy-6-(trifluoromethyl)-3-pyridyl]-4,5-dimethyl-5-(trifluoromethyl)tetrahydrofuran-2-carbonyl]amino]pyridine-2-carboxamide